cerium paracetamol N(C(=O)C)C1=CC=C(O)C=C1.[Ce]